STEARIC ACID magnesium [Mg].C(CCCCCCCCCCCCCCCCC)(=O)O